6-((1s,4s)-4-aminocyclohexyl)-2-(6-hydroxy-2,7-dimethyl-2H-indazol-5-yl)pyrido[4,3-d]pyrimidin-5(6H)-one NC1CCC(CC1)N1C(C2=C(N=C(N=C2)C2=CC3=CN(N=C3C(=C2O)C)C)C=C1)=O